tert-butyl (2-((4-(2-chloro-9-cyano-5-ethyl-6-oxo-5,6-dihydro-7H-benzo[d]pyrido[3,2-f][1,3]diazepin-7-yl)-3,5-difluorophenyl)amino)ethyl)(methyl)carbamate ClC1=CC=2C3=C(N(C(N(C2N=C1)CC)=O)C1=C(C=C(C=C1F)NCCN(C(OC(C)(C)C)=O)C)F)C=C(C=C3)C#N